ethyl (R)-2-chloro-7-isopropyl-3-((3-methoxypropyl)amino)-11-oxo-6,7-dihydro-11H-benzo[f]pyrido[1,2-d][1,4]oxazepine-10-carboxylate ClC=1C(=CC2=C(C=3N([C@@H](CO2)C(C)C)C=C(C(C3)=O)C(=O)OCC)C1)NCCCOC